4-(2-(4-aminopiperidin-1-yl)-6-(2,6-dimethylphenyl)quinazolin-4-yl)-2-fluorobenzonitrile NC1CCN(CC1)C1=NC2=CC=C(C=C2C(=N1)C1=CC(=C(C#N)C=C1)F)C1=C(C=CC=C1C)C